COC1=CC=C(C=N1)C1=CC2=C(CC3=C2NN=C3C3=CC=C2C=NN(C2=C3)C)S1 6-(6-Methoxypyridin-3-yl)-3-(1-methyl-1H-indazol-6-yl)-1,4-dihydrothieno[2',3':4,5]cyclopenta[1,2-c]pyrazole